7-fluoro-2-((3R,4S)-3-hydroxy-4-((6-oxo-5-(trifluoromethyl)-1,6-dihydropyridazin-4-yl)amino)pentyl)-6-(5-(trifluoromethyl)pyrimidin-2-yl)isoquinolin-1(2H)-one FC1=C(C=C2C=CN(C(C2=C1)=O)CC[C@H]([C@H](C)NC=1C=NNC(C1C(F)(F)F)=O)O)C1=NC=C(C=N1)C(F)(F)F